5-[(3-cyanophenyl)methyl]-7-ethyl-5H,6H,7H,8H,10H-cyclohepta[b]indole-4-carboxylic acid C(#N)C=1C=C(C=CC1)CN1C2=C(C3=CC=CC(=C13)C(=O)O)CCCC(C2)CC